tert-butyl N-(3-{[(tert-butoxycarbonyl)amino]methyl}benzoyl)-O4-tert-butyl-L-α-aspartylglycyl-N6-[(benzyloxy)carbonyl]-L-lysinate C(C)(C)(C)OC(=O)NCC=1C=C(C(=O)N[C@@H](CC(OC(C)(C)C)=O)C(=O)NCC(=O)N[C@@H](CCCCNC(=O)OCC2=CC=CC=C2)C(=O)OC(C)(C)C)C=CC1